ClCC(=C)C 3-chloro-2-methylpropen